2-methylallyl-copper lithium [Li].CC(C[Cu])=C